3-(5-((4-(5-fluoropyridin-2-yl)piperazin-1-yl)methyl)-1-oxoisoindolin-2-yl)piperidine-2,6-dione FC=1C=CC(=NC1)N1CCN(CC1)CC=1C=C2CN(C(C2=CC1)=O)C1C(NC(CC1)=O)=O